OCC1N(CC(C(C1O)O)O)CCC1=CN(C2=CC=CC=C12)CCNC1=CC=CC=C1 2-(hydroxymethyl)-1-(2-{1-[2-(phenylamino)ethyl]-1H-indol-3-yl}ethyl)piperidine-3,4,5-triol